((((5R)-2,7,7-trimethyl-5-phenyl-4,5,6,7-tetrahydropyrazolo[1,5-a]pyridin-3-yl) carbonyl) amino) butanoate C(CCC)(=O)ONC(=O)C=1C(=NN2C1C[C@@H](CC2(C)C)C2=CC=CC=C2)C